2-(3-methoxyphenyl)-N-(2'-(4-methylpiperidin-1-yl)-[4,4'-bipyridin]-2-yl)acetamide COC=1C=C(C=CC1)CC(=O)NC1=NC=CC(=C1)C1=CC(=NC=C1)N1CCC(CC1)C